Methyl {3-[({1-[(3,4-dichlorophenyl)methyl]-5-methyl-1H-1,2,3-triazol-4-yl}carbonyl)amino]phenyl}acetate ClC=1C=C(C=CC1Cl)CN1N=NC(=C1C)C(=O)NC=1C=C(C=CC1)CC(=O)OC